(R)-tetrahydrofuran-3-methanol O1C[C@H](CC1)CO